bis(4-aminophenyl)decafluoropentane NC1=CC=C(C=C1)C(C(C(C(C(F)(F)F)(F)F)(F)F)(F)F)(F)C1=CC=C(C=C1)N